(S)-3-chloro-N-(3-(1-((2-ethyl-2H-pyrazolo[3,4-b]pyrazin-6-yl)amino)ethyl)phenyl)-4-(4-methylpiperazin-1-yl)benzamide ClC=1C=C(C(=O)NC2=CC(=CC=C2)[C@H](C)NC=2C=NC=3C(N2)=NN(C3)CC)C=CC1N1CCN(CC1)C